methylene(3-dodecylthio) propionate C(CC)(=O)OSC(CC)CCCCCCCCC=C